N1=CC(=CC=C1)C1=CC=C(CNCCNC(=O)C=2C=3C=CN=CC3C=CC2)C=C1 N-(2-((4-(Pyridin-3-yl)benzyl)amino)ethyl)isoquinoline-5-carboxamide